C1(CCCC1)NC1=NC=C(C=N1)C1=CC2=C(N=C3COCC(N32)C3=CC=CC=C3)C=C1 N-cyclopentyl-5-(4-phenyl-3,4-dihydro-1H-benzo[4,5]imidazo[2,1-c][1,4]oxazin-7-yl)pyrimidin-2-amine